(2S,3S,E)-N-benzyl-3-methyl-5-(naphthalen-2-yl)-2-(p-tolyl)pent-4-enamide C(C1=CC=CC=C1)NC([C@@H]([C@H](\C=C\C1=CC2=CC=CC=C2C=C1)C)C1=CC=C(C=C1)C)=O